2,2,2-tribromoacetyl chloride BrC(C(=O)Cl)(Br)Br